3-{[3-(4-fluorophenyl)-1,2,4-oxadiazol-5-yl]-methyl}-5-methyl-1-(4-methylphenyl)imidazolidine-2,4-dione FC1=CC=C(C=C1)C1=NOC(=N1)CN1C(N(C(C1=O)C)C1=CC=C(C=C1)C)=O